7-(Ethyl-(tetrahydro-2H-pyran-4-yl)amino)-N-((4-methoxy-6-methyl-2-oxo-1,2-dihydropyridin-3-yl)methyl)-6-methylpyrazolo[1,5-a]Pyrimidine-5-carboxamide C(C)N(C1=C(C(=NC=2N1N=CC2)C(=O)NCC=2C(NC(=CC2OC)C)=O)C)C2CCOCC2